CC=1C=C(C=CC1O[C@H]1O[C@H]([C@H]([C@@H]([C@H]1O)O)O)CO)C=1C=C(C(=O)OC)C=CC1 methyl 3-[3-methyl-4-[(2R,3R,4S,5S,6S)-3,4,5-trihydroxy-6-(hydroxymethyl) tetrahydropyran-2-yl]oxy-phenyl]benzoate